FC=1C=C(C(=O)NCC2CCC(CC2)N2N=NC(=C2)C=2C=C3N=CC=NC3=CC2)C=C(C1O)F 3,5-Difluoro-4-hydroxy-N-({(1r,4r)-4-[4-(quinoxalin-6-yl)-1H-1,2,3-triazol-1-yl]cyclohexyl}methyl)benzamide